ClC1(CC=C(C=C1)SC1=CCC(C=C1)(Cl)Cl)Cl 4,4-dichlorophenyl sulfide